CC(C)OC=1C=CC(=NC1)N1CC[C@@H]2CN(CC[C@@H]21)C2=C(C(N(C1=CC=C(N=C21)Cl)C)=O)C#N 4-[(3aR,7aS)-1-[5-(propan-2-yloxy)pyridin-2-yl]-octahydro-1H-pyrrolo[3,2-c]pyridin-5-yl]-6-chloro-1-methyl-2-oxo-1,2-dihydro-1,5-naphthyridine-3-carbonitrile